tert-butyl 4-(6-aminopyridazin-3-yl)-5,6-dihydropyridine-1(2H)-carboxylate NC1=CC=C(N=N1)C1=CCN(CC1)C(=O)OC(C)(C)C